FC1=C(C(=O)C2(CC=CC=C2)F)C=CC=C1 2,1'-difluorobenzophenone